4-(2,4-dimethylpentan-2-ylamino)-2-((1r,4r)-4-hydroxycyclohexylamino)pyrimidine-5-carboxamide CC(C)(CC(C)C)NC1=NC(=NC=C1C(=O)N)NC1CCC(CC1)O